1-(4-bromo-1,3-diphenyl-1H-pyrazol-5-yl)-3-((3S,4R)-4-(3,5-difluorophenyl)-1-(2-methoxyethyl)pyrrolidin-3-yl)urea BrC=1C(=NN(C1NC(=O)N[C@@H]1CN(C[C@H]1C1=CC(=CC(=C1)F)F)CCOC)C1=CC=CC=C1)C1=CC=CC=C1